3-(3-methoxyphenyl)-3-(p-tolylamino)propionic acid COC=1C=C(C=CC1)C(CC(=O)O)NC1=CC=C(C=C1)C